(2S,3R)-3-hydroxy-2-({2-methyl-5-[(2-methyl-1,3-thiazol-5-yl)methoxy]-2H-indazol-3-yl}formamido)butanamide O[C@@H]([C@@H](C(=O)N)NC(=O)C=1N(N=C2C=CC(=CC12)OCC1=CN=C(S1)C)C)C